[Pd].CC1=C(C(=NC=C1)C1=NC=CC=C1)C dimethyl-bipyridine palladium